[Si](C1=CC=CC=C1)(C1=CC=CC=C1)(C(C)(C)C)OC[C@]12C=C(CN2C[C@@H](C1)F)C (2R,7aR)-7a-(((tert-Butyldiphenylsilyl)oxy)methyl)-2-fluoro-6-methyl-2,3,5,7a-tetrahydro-1H-pyrrolizine